3α,7α,12α-trivinyloxyethyloxy-5β-cholanic acid tetramethylammonium salt C[N+](C)(C)C.C(=C)O[C@H]1C[C@H]2C[C@H]([C@H]3[C@@H]4CC[C@H]([C@@H](CC(C(=O)[O-])OCC)C)[C@]4([C@H](C[C@@H]3[C@]2(CC1)C)OC=C)C)OC=C